N-((S)-3-amino-2-hydroxy-3-oxopropyl)-4-((S)-2-cyclohexyl-1-(4'-fluoro-[1,1'-biphenyl]-4-yl)ethoxy)benzamide NC([C@H](CNC(C1=CC=C(C=C1)O[C@@H](CC1CCCCC1)C1=CC=C(C=C1)C1=CC=C(C=C1)F)=O)O)=O